The molecule is a tricyclic sesquiterpene with formula C15H24 which is biosynthesised from farnesyl diphosphate by a diterpene cyclase enzyme from Dictyostelium discoideum. It is a sesquiterpene, a carbotricyclic compound and a polycyclic olefin. CC1=C[C@@H]2CC(C[C@@H]2[C@@]3([C@H]1CC3)C)(C)C